BrC=1C(=NC=2CN(CCC2C1)C(=O)OC(C)(C)C)OCC1=C(C=C(C=C1)Cl)F tert-butyl 3-bromo-2-[(4-chloro-2-fluorophenyl) methoxy]-6,8-dihydro-5H-1,7-naphthyridine-7-carboxylate